ClC1=C2C=CN(C2=NC=C1)[Si](C(C)C)(C(C)C)C(C)C 4-chloro-1-(triisopropylsilyl)-7-azaindole